C(C1=CC=CC=C1)OC1=C(C=C(C=C1)C#N)N1N=CC(=C1)C(=O)NC1=CC(=CC(=C1)NS(=O)(=O)C)Br 1-(2-(benzyloxy)-5-cyanophenyl)-N-(3-bromo-5-(methylsulfonamido)phenyl)-1H-pyrazole-4-carboxamide